(2S,4R)-4-fluoro-N-((S)-3-fluoro-4-methylpent-3-en-2-yl)pyrrolidine-2-carboxamide hydrochloride Cl.F[C@@H]1C[C@H](NC1)C(=O)N[C@@H](C)C(=C(C)C)F